4-chloro-1,6-dicyclopropyl-1H-pyrazolo[3,4-d]pyrimidine ClC1=C2C(=NC(=N1)C1CC1)N(N=C2)C2CC2